5-{3-[(3R,4R)-4-[6-amino-8-oxo-7-(4-phenoxyphenyl)purin-9-yl]-3-fluoro-[1,4'-bipiperidin]-1'-yl]azetidin-1-yl}-2-(2,6-dioxopiperidin-3-yl)isoindole-1,3-dione NC1=C2N(C(N(C2=NC=N1)[C@H]1[C@@H](CN(CC1)C1CCN(CC1)C1CN(C1)C=1C=C2C(N(C(C2=CC1)=O)C1C(NC(CC1)=O)=O)=O)F)=O)C1=CC=C(C=C1)OC1=CC=CC=C1